OC(COCC(CO)O)C 3-(2'-hydroxypropoxy)-1,2-propanediol